tert-butyl (2r,4r,6s)-4-(2-(((trans)-4-aminocyclohexyl) oxy) ethoxy)-2,6-dimethylpiperidine-1-carboxylate N[C@@H]1CC[C@H](CC1)OCCOC1C[C@H](N([C@H](C1)C)C(=O)OC(C)(C)C)C